[Si](C)(C)(C(C)(C)C)O[C@@H]1C[C@H](N(C1)C(C(C(C)C)C1=CC(=NO1)O)=O)C(=O)N[C@@H](C)C1=CC=C(C=C1)C1=C([N]C=[S]1)C (2S,4R)-4-((tert-butyldimethylsilyl)oxy)-1-(2-(3-hydroxyisoxazol-5-yl)-3-methylbutanoyl)-N-((S)-1-(4-(4-methyl-1λ3,3λ2-thiazol-5-yl)phenyl)ethyl)pyrrolidine-2-carboxamide